O1[C@@H](CC1)CN1C(=NC2=C1C=C(C=C2)C(=O)O)CN2CCN(CC2)C2=NC(=CC=C2)OCC2=NC=CC=C2 (S)-1-(oxetan-2-ylmethyl)-2-((4-(6-(pyridin-2-ylmethoxy)pyridin-2-yl)piperazin-1-yl)methyl)-1H-benzo[d]imidazole-6-carboxylic acid